N,N,N',N'-tetrakis(4-methoxybenzyl)heptanediamide COC1=CC=C(CN(C(CCCCCC(=O)N(CC2=CC=C(C=C2)OC)CC2=CC=C(C=C2)OC)=O)CC2=CC=C(C=C2)OC)C=C1